(S)-4-chloro-2-((3-(2-(4-chlorophenyl)-2-hydroxyethyl)-1,2,4-oxadiazol-5-yl)methyl)-5-(1-methyl-1H-pyrazol-4-yl)pyridazin ClC1=CN(NC=C1C=1C=NN(C1)C)CC1=NC(=NO1)C[C@H](O)C1=CC=C(C=C1)Cl